C1(CC1)C#CC1=C2CCCN(C2=CC=C1)C1=NC=2N(C3=CC=C(C=C13)F)C(=NN2)C (5-(Cyclopropylethynyl)-3,4-dihydro-quinolin-1(2H)-yl)-7-fluoro-1-methyl-[1,2,4]triazolo[4,3-a]quinazoline